FC(C1=C(C=CC=C1C(F)(F)F)C=1CCCC2=C(C1C1=CC=C(C=C1)CC1CN(C1)CCCF)C=CC(=C2)C(=O)O)(F)F 8-(2,3-bis(trifluoromethyl)phenyl)-9-(4-((1-(3-fluoropropyl)azetidin-3-yl)methyl)phenyl)-6,7-dihydro-5H-benzo[7]annulene-3-carboxylic acid